CC1=NC2=C3C(=C(C=C2C(=N1)N[C@H](C)C1=CC(=CC=C1)C(F)(F)F)OC1COCC1)N(N=C3)C 2,7-dimethyl-6-(oxolan-3-yloxy)-N-[(1R)-1-[3-(trifluoromethyl)phenyl]ethyl]-7H-pyrazolo[3,4-h]quinazolin-4-amine